COC(=N)N.OS(=O)(=O)O O-methylisourea bisulfate